N-(2-aminophenyl)-4-(2-((6-(6-methoxypyridin-3-yl)-4-methylquinazolin-8-yl)oxy)ethyl)benzamide NC1=C(C=CC=C1)NC(C1=CC=C(C=C1)CCOC=1C=C(C=C2C(=NC=NC12)C)C=1C=NC(=CC1)OC)=O